C(C)OC(C1=CC(=NC=C1Br)C(F)(F)F)=O 5-bromo-2-(trifluoromethyl)isonicotinic acid ethyl ester